1,9-diiodo-4-nonene ICCCC=CCCCCI